7-bromo-8-chloro-1-methyl-4H,6H-benzo[e][1,2,4]triazolo[3,4-c][1,4]oxazepine BrC1=C(C=CC=2N3C(COCC21)=NN=C3C)Cl